benzyl 1-[4-(difluoromethyl) benzenesulfonyl]-4-fluoro-1,2-dihydrospiro[indole-3,4'-piperidine]-1'-carboxylate FC(C1=CC=C(C=C1)S(=O)(=O)N1CC2(CCN(CC2)C(=O)OCC2=CC=CC=C2)C2=C(C=CC=C12)F)F